N1C(=NC2=C1C=CC=C2)N2CC=1C=CC=C(C1C2)C(=O)NO 2-(1H-benzo[d]imidazol-2-yl)-N-hydroxyisoindoline-4-carboxamide